FC1=C(C(=C(C=C1C1=NN(C2=NC(=NC=C21)N([C@@H]2CN([C@@H](CC2)C2=CC=CC=C2)S(=O)(=O)C)C)C)C(F)(F)F)F)O 2,6-Difluoro-3-(1-methyl-6-(methyl(cis-1-(methylsulfonyl)-6-phenylpiperidin-3-yl)amino)-1H-pyrazolo[3,4-d]pyrimidin-3-yl)-5-(trifluoromethyl)phenol